C(CCCCCCC\C=C/CCCCCCCC)N (Z)-9-octadecen-1-amine